BrC1=NN(N=C1Br)C1=CC(=C(C=C1)[N+](=O)[O-])OC 4,5-dibromo-2-(3-methoxy-4-nitrophenyl)-2H-1,2,3-triazole